N1C(CC1)COC1=CC=2N(C=C1)C(=CN2)C2=CC(=C(C(=O)NC1CC1)C(=C2)OC)OC(F)F 4-[7-(azetidin-2-ylmethoxy)imidazo[1,2-a]pyridin-3-yl]-N-cyclopropyl-2-(difluoromethoxy)-6-methoxy-benzamide